NC1CCC(CC1)CCO 2-(4-Aminocyclohexyl)ethane-1-ol